NC=1C2=C(N=CN1)N(C(=C2C2=CC[C@@H](CC2)C(=O)N2C1(CC1)CCC2)C=2C=NC(=CC2C)C#C)C (R)-(4-(4-amino-6-(6-ethynyl-4-methylpyridin-3-yl)-7-methyl-7H-pyrrolo[2,3-d]pyrimidin-5-yl)cyclohex-3-en-1-yl)(4-azaspiro[2.4]heptan-4-yl)methanone